dilauroyl thiodipropionate CCCCCCCCCCCC(=O)OC(=O)CCSCCC(=O)OC(=O)CCCCCCCCCCC